BrC1=CC=C(C=C1)C(C=CC1=CC(=C(C=C1)O)OC)=O 1-(4-Bromophenyl)-3-(4-hydroxy-3-methoxyphenyl)prop-2-en-1-one